((1R)-1-(3-((2,5-dichlorobenzamido)methyl)-5-methyl-4,5-dihydroisoxazole-5-carboxamido)-3-Methylbutyl)boronic acid ClC1=C(C(=O)NCC2=NOC(C2)(C(=O)N[C@@H](CC(C)C)B(O)O)C)C=C(C=C1)Cl